(Z)-3-hexadecenoic acid methyl ester COC(C\C=C/CCCCCCCCCCCC)=O